siloxyamine [SiH3]ON